[N-[4-amino-5-(4-fluorobenzoyl)thiazol-2-yl]-4-(trifluoromethoxy)anilino]propanamide NC=1N=C(SC1C(C1=CC=C(C=C1)F)=O)N(C1=CC=C(C=C1)OC(F)(F)F)C(C(=O)N)C